The molecule is a gallate ester obtained by the formal condensation of gallic acid with methanol. It exhibits anti-oxidant, anti-tumor, anti-microbial and anti-inflammatory properties. It has a role as a plant metabolite, an anti-inflammatory agent and an antioxidant. COC(=O)C1=CC(=C(C(=C1)O)O)O